[Si](C)(C)(C(C)(C)C)OC(CC=O)C1=NN(C(=C1)C(=O)OCC)COCC[Si](C)(C)C ethyl 3-(1-((tert-butyldimethylsilyl)oxy)-3-oxopropyl)-1-((2-(trimethylsilyl)ethoxy)methyl)-1H-pyrazole-5-carboxylate